FC=1C(=NC=C(C1)F)NC=1C=NC=2CCN(CC2C1)C=1C(=C(C=2N(N1)C=NN2)C)C N-(3,5-difluoro-2-pyridyl)-6-(7,8-dimethyl-[1,2,4]triazolo[4,3-b]pyridazin-6-yl)-7,8-dihydro-5H-1,6-naphthyridin-3-amine